Cl.NC(C(=O)N1CCN(CC1)C(=O)NC1=NC(N(C=C1)C1=CC=C(C=C1)CN1C[C@@H](CC1)CN)=O)(C)C 4-(2-Amino-2-methylpropanoyl)-N-[1-(4-{[(3S)-3-(aminomethyl)pyrrolidin-1-yl]methyl}phenyl)-2-oxo-1,2-dihydropyrimidin-4-yl]piperazine-1-carboxamide hydrochloride salt